[3-Fluoro-4-({5-[4-(hydroxymethyl)phenyl]-1-benzofuran-2-yl}carbonyl)phenyl]boronic acid FC=1C=C(C=CC1C(=O)C=1OC2=C(C1)C=C(C=C2)C2=CC=C(C=C2)CO)B(O)O